2,2'-bipyridine-4,4'-diamine N1=C(C=C(C=C1)N)C1=NC=CC(=C1)N